BrC=1C=C2C=C(N=CC2=CC1)N 6-bromoisoquinolin-3-amine